C(C)(C)(C)C=1C=C(C=2NC3=CC=C(C=C3C2C1)C(C)(C)C)C1=C(C(=CC(=C1)N1C2=CC=C(C=C2C=2C=C(C=CC12)C1=C(C=C(C=C1C)C)C)C1=C(C=C(C=C1C)C)C)Cl)C 3,6-di-tert-butyl-1-(3-chloro-5-(3,6-dimesityl-9H-carbazol-9-yl)-2-methylphenyl)-9H-carbazole